NC1=C(C(=NN1C1COCCC1)C1=CC=C(C=C1)CC(=O)NC1=CC(=NO1)CC(C)(C)C)C(=O)N 5-Amino-3-(4-(2-((3-neopentylisoxazol-5-yl)amino)-2-oxoethyl)phenyl)-1-(tetrahydro-2H-pyran-3-yl)-1H-pyrazole-4-carboxamide